C(C)(C)(C)C1=CC=C(CN2N=C(N(C2=O)CC)CCCC=2C=C(C=CC2)C2=CC(=CC=C2)CNS(=O)(=O)C2=CC=CC=C2)C=C1 N-((3'-(3-(1-(4-(tert-butyl)benzyl)-4-ethyl-5-oxo-4,5-dihydro-1H-1,2,4-triazol-3-yl)propyl)-[1,1'-biphenyl]-3-yl)methyl)benzenesulfonamide